C(CCC(=O)O)(=O)O.C(C)(C)OC(=O)C1CC(C1)NC (1S,3s)-3-(methylamino)cyclobutane-1-carboxylic acid isopropyl ester (succinate)